N-[3-(3-azidopropoxy)propyl]-2-methyl-8-[4-(trifluoromethyl)phenyl]-2H,8H-pyrazolo[3,4-b]indole-5-carboxamide N(=[N+]=[N-])CCCOCCCNC(=O)C=1C=C2C=3C(N(C2=CC1)C1=CC=C(C=C1)C(F)(F)F)=NN(C3)C